(R)-6,6-dimethyl-2-(3-methylmorpholino)-5,6,7,8-tetrahydro-4H-cyclopenta[e]pyrazolo[1,5-a]pyrazin-4-one CC1(CCC2=C1NC(C=1N2N=C(C1)N1[C@@H](COCC1)C)=O)C